5-(4-(3-(4-(4-amino-3-(4-phenoxyphenyl)-1H-pyrazolo[3,4-d]pyrimidin-1-yl)-[1,4'-bipiperidin]-1'-yl)propyl)piperidin-1-yl)-2-(2,6-dioxopiperidin-3-yl)isoindoline-1,3-dione NC1=C2C(=NC=N1)N(N=C2C2=CC=C(C=C2)OC2=CC=CC=C2)C2CCN(CC2)C2CCN(CC2)CCCC2CCN(CC2)C=2C=C1C(N(C(C1=CC2)=O)C2C(NC(CC2)=O)=O)=O